[N+](=O)([O-])C1=CC=C(C=C1)C1=CC=C(C=C1)B(O)O 4'-NITRO-BIPHENYL-4-BORONIC ACID